C1(CC1)C1=C(C2=C(N=C(N=C2)NC2=CC=C(C=C2)C2CCN(CC2)C)N1C1=CC=CC(=N1)N=S(=O)(C)C)F ((6-(6-cyclopropyl-5-fluoro-2-((4-(1-methylpiperidin-4-yl)phenyl)amino)-7H-pyrrolo[2,3-d]pyrimidin-7-yl)pyridin-2-yl)imino)dimethyl-λ6-sulfanone